1-Methyl-N-[5-(1H-pyrazol-4-yl)-1H-indazol-3-yl]piperidine-4-carboxamide hydrochloride Cl.CN1CCC(CC1)C(=O)NC1=NNC2=CC=C(C=C12)C=1C=NNC1